3-cyclobutyl-2-oxo-1,2,3,5-tetrahydro-4H-benzo[1,4]diazepine-4-carboxamide C1(CCC1)C1C(NC2=C(CN1C(=O)N)C=CC=C2)=O